NC=1C2=C(N=CN1)N(C=C2SC)CC(=O)OCCCC butyl 2-(4-amino-5-(methylthio)-7H-pyrrolo[2,3-d]pyrimidin-7-yl)acetate